N[C@@H](CS)C(=O)O[2H] cysteine-d